benzyl N-(5-hydroxypentyl)carbamate OCCCCCNC(OCC1=CC=CC=C1)=O